2,6-di-decylbenzoquinone C(CCCCCCCCC)C=1C(C(=CC(C1)=O)CCCCCCCCCC)=O